[Si](C1=CC=CC=C1)(C1=CC=CC=C1)(C(C)(C)C)OCCCCCC(C1=CN=C(S1)C)NS(=O)C(C)(C)C N-(6-((tert-butyldiphenylsilyl)oxy)-1-(2-methylthiazol-5-yl)hexyl)-2-methylpropane-2-sulfinamide